4-(2-cycloheptylethyl)-N-(4-hydroxy-3-(methylsulfonyl)phenyl)benzamide C1(CCCCCC1)CCC1=CC=C(C(=O)NC2=CC(=C(C=C2)O)S(=O)(=O)C)C=C1